C1CCC2=NC=3CCCCC3C(=C21)NC(=O)N=[S@@](=O)(N)C2=CN=C(S2)C(C)(C)O (S)-N'-((2,3,5,6,7,8-hexahydro-1H-cyclopenta[b]quinolin-9-yl)carbamoyl)-2-(2-hydroxypropan-2-yl)thiazole-5-sulfonimidamide